C[Si](N[Si](C)(C)C)(C)C.[Na] sodium 1,1,1,3,3,3-hexamethyldisilazane